1-(1-(piperidin-4-yl)-1H-indol-6-yl)dihydro-pyrimidine-2,4(1H,3H)-dione hydrochloride Cl.N1CCC(CC1)N1C=CC2=CC=C(C=C12)N1C(NC(CC1)=O)=O